Cl.N1CCC(CC1)COC1=NC=C(C=N1)C1=CC2=C(S(CO2)(=O)=O)C=C1 6-(2-(Piperidin-4-ylmethoxy)pyrimidin-5-yl)-2H-benzo[d][1,3]oxathiole 3,3-dioxide hydrochloride